C(C)(=O)N1CCN(CC1)C1=CC(=C(C(=O)NC=2SC=C(N2)C2=C(C=CC=C2)Cl)C=C1)C 4-(4-acetylpiperazin-1-yl)-N-(4-(2-chlorophenyl)thiazol-2-yl)-2-methylbenzamide